CSC1=C2C=CC=NC2=CC=C1OB(O)O (5-(methylthio)quinolin-6-yl)boric acid